NC=1C=2N(C3=CC(=CC=C3N1)C(=O)N([C@H](C)C1=NC=C(C=C1)C(F)(F)F)C1CC1)C=NC2 (R)-4-amino-N-cyclopropyl-N-(1-(5-(trifluoromethyl)pyridin-2-yl)ethyl)imidazo[1,5-a]quinoxaline-8-formamide